p-tolyl-(2,3,4-trimethoxyphenyl)methanone 2,7-dimethylhexamethyleneimine CC1NC(CCCC1)C.C1(=CC=C(C=C1)C(=O)C1=C(C(=C(C=C1)OC)OC)OC)C